ClC1=C(C=C2C(NC(NC2=C1SC[C@@H](COCC)O)=O)=O)C(F)(F)F (R)-7-chloro-8-((3-ethoxy-2-hydroxypropyl)thio)-6-(trifluoromethyl)quinazoline-2,4(1H,3H)-dione